COC1=NC=C(C(=N1)OC)C=1C=C(C=CC1)N1C=NC=2C1=NC=C(C2)C(C)(C)O 2-(3-(3-(2,4-dimethoxypyrimidin-5-yl)phenyl)-3H-imidazo[4,5-b]pyridin-6-yl)propan-2-ol